2-[(3-Nitrobenzoyl)amino]-N-(2-morpholin-4-ylethyl)benzamid [N+](=O)([O-])C=1C=C(C(=O)NC2=C(C(=O)NCCN3CCOCC3)C=CC=C2)C=CC1